C1(CCCC1)NC=1C=C2C3=C(N(C2=CC1OC)C)C(=NC=C3)C N-cyclopentyl-7-methoxy-1,9-dimethyl-9H-pyrido[3,4-b]indol-6-amine